O[C@@H](C)C=1N(C=CN1)CC1=NOC(=C1)C1=CC=C(C=C1)C#CC1CC2(C1)CCN(CC2)CC2=CC=NN2C(=O)OC(C)(C)C (S)-tert-Butyl 5-((2-((4-(3-((2-(1-hydroxyethyl)-1H-imidazol-1-yl)methyl)isoxazol-5-yl)phenyl)ethynyl)-7-azaspiro[3.5]non-7-yl)methyl)-1H-pyrazole-1-carboxylate